CN(C1=CC=C(C=C1)C=1N(C=C(N1)C(=O)C1=CC=C(C=C1)F)S(=O)(=O)C1=CC=C(C=C1)OC)C (2-(4-(dimethylamino)phenyl)-1-((4-methoxyphenyl)sulfonyl)-1H-imidazol-4-yl)(4-fluorophenyl)methanone